NC=1C=C(C=C(C1)C(F)(F)F)[C@@H](C)NC1=NC(=NC2=CC(=C(C=C12)N1CCCC1)C(=O)N1CCOCC1)C (R)-(4-((1-(3-amino-5-(trifluoromethyl)phenyl)ethyl)amino)-2-methyl-6-(pyrrolidin-1-yl)quinazolin-7-yl)(morpholino)methanone